5-(4-((2-(3-cyclopropylureido)pyridin-4-yl)methyl)piperidin-1-yl)-N,6-dimethylpicolinamide C1(CC1)NC(NC1=NC=CC(=C1)CC1CCN(CC1)C=1C=CC(=NC1C)C(=O)NC)=O